FC(C1=CC2=CC=CC=C2C(=C1)B(O)O)(F)F 2-(TRIFLUOROMETHYL)NAPHTHALENE-4-BORONIC ACID